4-(benzyloxy)-3-(5-(1-((2-(trimethylsilyl)ethoxy)methyl)-1H-1,2,4-triazol-5-yl)pyridin-3-yl)phenyl octylcarbamate C(CCCCCCC)NC(OC1=CC(=C(C=C1)OCC1=CC=CC=C1)C=1C=NC=C(C1)C1=NC=NN1COCC[Si](C)(C)C)=O